C(C1=CC=CC=C1)OC1=C(C=CC(=C1)OCC)C1(CC=2C(=C3C=CC(OC3=CC2)(C)C)OC1)O 3-(2-(benzyloxy)-4-ethoxyphenyl)-3-hydroxy-8,8-dimethyl-2,3-dihydropyrano[2,3-f]chromen